[Br-].C(CCCCCCCCCCC)C[N+](C)(C)CC1=CC=CC=C1 dodecylbenzyl-trimethyl-ammonium bromide